C(C(=O)OC(C)(C#C[Si](C)(C)C)C)(=O)OC Methyl (2-methyl-4-(trimethylsilyl) but-3-yn-2-yl) oxalate